N[14C@@H](CC1=CC=C(C=C1)O)C(=O)O [14C]tyrosine